ClC1=CC=C(C=C1)C=1N=CNC1 4-(4-chlorophenyl)-1H-imidazole